2-chloro-5-cyclopropyl-4-[(1R)-1-(2,4-dichlorophenyl)ethoxy]pyridine methyl-5,5-difluoro-2-hydroxycyclohex-1-ene-1-carboxylate COC(=O)C1=C(CCC(C1)(F)F)O.ClC1=NC=C(C(=C1)O[C@H](C)C1=C(C=C(C=C1)Cl)Cl)C1CC1